(±)-tert-butyl ((1-((1S,2S)-1-(4-chlorophenoxy)-2-isopropylcyclopropane-1-carbonyl)piperidin-4-yl)methyl)carbamate ClC1=CC=C(O[C@@]2([C@@H](C2)C(C)C)C(=O)N2CCC(CC2)CNC(OC(C)(C)C)=O)C=C1 |r|